C1(=CC=C(C=C1)C1=CC(=NC2=C(N=CC=C12)C1=CC=NN1)N1CCOCC1)C1=CC=CC=C1 4-(biphenyl-4-yl)-2-(morpholin-4-yl)-8-(1H-pyrazol-5-yl)-1,7-naphthyridine